tyrosine TFA salt OC(=O)C(F)(F)F.N[C@@H](CC1=CC=C(C=C1)O)C(=O)O